ortho-carbazolyl-benzene C1(=CC=CC=2C3=CC=CC=C3NC12)C1=CC=CC=C1